CC(C(=O)O)C1=CC(=NN1C)C1=CC=C(C=C1)F methyl-2-[3-(4-fluorophenyl)-1-methyl-1H-pyrazol-5-yl]acetic acid